4,6-di-tert-butyl-2'-dicyclohexylphosphino-2-methoxybiphenyl C(C)(C)(C)C1=CC(=C(C(=C1)C(C)(C)C)C1=C(C=CC=C1)P(C1CCCCC1)C1CCCCC1)OC